S-Benzylthiuronium Hydrochloride Cl.C(C1=CC=CC=C1)SC(=[NH2+])N